benzyl (5,5-dioxido-5-thia-2-azaspiro[3.4]octan-7-yl)carbamate O=S1(C2(CNC2)CC(C1)NC(OCC1=CC=CC=C1)=O)=O